S1C2=C(C=C1C(C(=O)C1=CC=CC=C1)=O)C=CC=C2 (benzo[b]thiophen-2-yl)-2-phenylethane-1,2-dione